2-(4-bromo-2-methoxyphenoxy)ethan-1-ol BrC1=CC(=C(OCCO)C=C1)OC